CC(CO)(CC1=CC(=CC=C1)C)C 2,2-dimethyl-3-(3-methylphenyl)-Propanol